N-Isopropyl-6-(4-(trifluoromethyl)phenyl)tetrazolo[5,1-a]isoquinoline-9-carboxamide C(C)(C)NC(=O)C1=CC=C2C(=CN3C(C2=C1)=NN=N3)C3=CC=C(C=C3)C(F)(F)F